Cl(=O)(=O)O.Cl(=O)(=O)O chloric acid, chlorate salt